(2S,3S)-3-(o-tolyl)butan-2-yl (3-isobutyryloxy-4-methoxypicolinoyl)-L-alaninate C(C(C)C)(=O)OC=1C(=NC=CC1OC)C(=O)N[C@@H](C)C(=O)O[C@@H](C)[C@@H](C)C1=C(C=CC=C1)C